C1(=CC=CC=C1)C(C=O)CC 2-PHENYLBUTANAL